1-bromomethyl-diethoxysilane BrC[SiH](OCC)OCC